(E)-N-tert-butyl-1-(1-methylpyrrolo[2,3-b]pyridin-6-yl)methanimine C(C)(C)(C)/N=C/C1=CC=C2C(=N1)N(C=C2)C